tert-Butyl 4-(4-((2-Oxo-1,2-dihydrobenzo[cd]indol-6-yl)amino)-1H-pyrazol-1-yl)piperidine-1-carboxylate O=C1NC2=CC=C(C=3C2=C1C=CC3)NC=3C=NN(C3)C3CCN(CC3)C(=O)OC(C)(C)C